[IH]1[IH][IH]C=C1 triiodol